NC(C(=O)NNCC1=C(C(=C(C=C1)O)O)O)CO 2-amino-3-hydroxy-N'-(2,3,4-trihydroxybenzyl)propanehydrazide